N1=CC=C(C=C1)C=1C=C(C=CC1)C1=CC=C2C(=N1)NC=N2 5-(3-(pyridin-4-yl)phenyl)-3H-imidazo[4,5-b]pyridin